CC(=O)OC1=CC=C(C=C1)C2=CC=C(C=C2)C3=CC=CC=C3 TERPhENYL ACETATE